FC1=CC=C2[C@@H]([C@H](COC2=C1)N1C[C@H](OCC1)C)NC=1C2=C(N=CC1)N(C(=C2)C(F)(F)F)COCC[Si](C)(C)C N-((3R,4S)-7-fluoro-3-((R)-2-methylmorpholino)chroman-4-yl)-2-(trifluoromethyl)-1-((2-(trimethylsilyl)ethoxy)methyl)-1H-pyrrolo[2,3-b]pyridin-4-amine